2-(2-aminoethylthio)ethanol NCCSCCO